COC1=CC=C(C=C1)C1=NC(=NO1)C(OCC)OCC (4-methoxyphenyl)-3-(diethoxymethyl)-1,2,4-oxadiazole